BrC1=CC(=CC2=C1N(C(=N2)C(OCC)OCC)CC(F)(F)F)NC2CCN(CC2)C 7-bromo-2-(diethoxymethyl)-N-(1-methylpiperidin-4-yl)-1-(2,2,2-trifluoroethyl)-1H-benzo[d]imidazol-5-amine